2-(4-cyanophenyl)-N-{[(4R)-4-cyclopropyl-2,5-dioxoimidazolidin-4-yl]methyl}-2H-1,2,3-triazole-4-carboxamide C(#N)C1=CC=C(C=C1)N1N=CC(=N1)C(=O)NC[C@]1(NC(NC1=O)=O)C1CC1